C1=CC=C2C(=C1)C=CC(=[N+]=N)C2=O DiazoNaphthoQuinone